BrC1=C(C=CC2=C1C=C(O2)C(=O)O)N2CCN(CC2)CC2=C(C=C(C=C2)Cl)Cl 4-bromo-5-[4-(2,4-dichloro-benzyl)-piperazin-1-yl]-benzofuran-2-carboxylic acid